ClC=1C=C(C(=C2CCCC12)O[C@H]1CNCCC1)C1=C2C(=NC=C1)C=C(S2)CN2C(C1C(C1C2=O)(C)C)=O 3-((7-(7-chloro-4-(((R)-piperidin-3-yl)oxy)-2,3-dihydro-1H-inden-5-yl)thieno[3,2-b]pyridin-2-yl)methyl)-6,6-dimethyl-3-azabicyclo[3.1.0]hexane-2,4-dione